4-N,N-dimethyl-3',5'-Di-t-butyldimethylsilyl-2'-fluoro-2'-deoxycytidine CN(C1=NC(N([C@H]2[C@@H]([C@](O)([C@@H](C(O)[Si](C)(C)C(C)(C)C)O2)[Si](C)(C)C(C)(C)C)F)C=C1)=O)C